4-((1R,3S)-3-(but-2-ynamido)cyclohexyl)-3,5,6-trifluoro-2-methyl-1H-indole-7-carboxamide C(C#CC)(=O)N[C@@H]1C[C@@H](CCC1)C1=C2C(=C(NC2=C(C(=C1F)F)C(=O)N)C)F